(5S,8R)-N-(2,4-dichlorobenzyl)-5-fluoro-8-hydroxy-5,6,7,8-tetrahydroquinoline-5-carboxamide ClC1=C(CNC(=O)[C@]2(C=3C=CC=NC3[C@@H](CC2)O)F)C=CC(=C1)Cl